6-(1-methyl-1H-pyrazol-4-yl)-3-{4-[5-(pyridine-2-ylmethyl)pyrimidin-2-yl]piperazin-1-yl}pyrazolo[1,5-a]pyridine CN1N=CC(=C1)C=1C=CC=2N(C1)N=CC2N2CCN(CC2)C2=NC=C(C=N2)CC2=NC=CC=C2